γ-(Methacryloxy)propyltrimethoxysilane C(C(=C)C)(=O)OCCC[Si](OC)(OC)OC